5-chloro-N-(2,6-dichlorophenyl)-2-((4-(4-morpholinopiperidin-1-yl)phenyl)amino)pyrimidine-4-carboxamide ClC=1C(=NC(=NC1)NC1=CC=C(C=C1)N1CCC(CC1)N1CCOCC1)C(=O)NC1=C(C=CC=C1Cl)Cl